Methyl (S)-2-(4-bromo-5-fluoro-2-(hydroxymethyl)benzyl)-1-(oxetan-2-ylmethyl)-1H-benzo[d]imidazole-6-carboxylate BrC1=CC(=C(CC2=NC3=C(N2C[C@H]2OCC2)C=C(C=C3)C(=O)OC)C=C1F)CO